3-(7-chloro-2-methylthiazolo[5,4-d]pyrimidin-5-yl)isoxazole ClC=1C2=C(N=C(N1)C1=NOC=C1)SC(=N2)C